(E)-tert-Butyl 3-(5-chloro-2-(difluoromethyl)phenyl)acrylate ClC=1C=CC(=C(C1)/C=C/C(=O)OC(C)(C)C)C(F)F